Cl.N[C@@H](CC1=CC=CC(=N1)N1C[C@H](CC1)O)C1=C(C=CC=C1)C1=NOC2=C1C=CC=C2 (S)-1-(6-{(S)-2-Amino-2-[2-(benzo[d]isoxazol-3-yl)phenyl]ethyl}pyridine-2-yl)pyrrolidin-3-ol hydrochloride